N1N=CC2=CC=C(C=C12)CC(=O)NC1=CC(=NC=C1)C(=O)NC1(COC1)C(F)(F)F 4-[[2-(1H-indazol-6-yl)acetyl]amino]-N-[3-(trifluoromethyl)oxetan-3-yl]pyridine-2-carboxamide